N-(3-(2-(1,1-difluoroethyl)-6-methylpyrimidin-4-yl)-1-(1-fluorocyclopropyl)-1H-pyrrolo[2,3-c]pyridin-5-yl)acetamide formate C(=O)O.FC(C)(F)C1=NC(=CC(=N1)C1=CN(C2=CN=C(C=C21)NC(C)=O)C2(CC2)F)C